P([O-])([O-])(N)=S phosphoramidothioate